N-(2-fluorophenyl)-4-hydroxy-1,6-dimethyl-2-oxo-1,2,5,6-tetrahydropyridine-3-carbothioamide FC1=C(C=CC=C1)NC(=S)C=1C(N(C(CC1O)C)C)=O